((oxetan-3-ylmethyl)amino)pyridin O1CC(C1)CNC1=NC=CC=C1